6-chloro-N-[5-(difluoromethoxy)-4,6-dimethoxy-pyrimidin-2-yl]-7-(2-pyrimidinyl)-1H-indole-3-sulfonic acid amide ClC1=CC=C2C(=CNC2=C1C1=NC=CC=N1)S(=O)(=O)NC1=NC(=C(C(=N1)OC)OC(F)F)OC